(1R,2R)-2-(5-chloro-2-cyanophenyl)-N-(6-(((6-cyclopropyl-8-(2-oxopyrrolidin-1-yl)imidazo[1,2-a]pyridin-2-yl)methyl)amino)pyrimidin-4-yl)cyclopropane-1-carboxamide ClC=1C=CC(=C(C1)[C@H]1[C@@H](C1)C(=O)NC1=NC=NC(=C1)NCC=1N=C2N(C=C(C=C2N2C(CCC2)=O)C2CC2)C1)C#N